3-hydroxy-N-(1-(4-(hydroxymethyl)phenyl)-2-oxo-2-((4-(trimethylsilyl)phenyl)amino)ethyl)-N-methyl-1,2-oxazole-5-carboxamide OC1=NOC(=C1)C(=O)N(C)C(C(NC1=CC=C(C=C1)[Si](C)(C)C)=O)C1=CC=C(C=C1)CO